C(C(CC)C1N(CCC1)C(=O)[O-])C1N(CCC1)C(=O)[O-] butane-1,2-diylbis(pyrrolidine-1-carboxylate)